N-[2-[4-[3-[tert-butyl(dimethyl)silyl]oxypropylamino]-6,7-dichloro-3-(1H-pyrazol-4-yl)indol-1-yl]ethyl]acetamide [Si](C)(C)(C(C)(C)C)OCCCNC1=C2C(=CN(C2=C(C(=C1)Cl)Cl)CCNC(C)=O)C=1C=NNC1